hydroxy-phenethylketone OC(CC1=CC=CC=C1)C(=O)C(CC1=CC=CC=C1)O